pyrazolo[1,5-a]pyrimidine-7-carboxamide N1=CC=C2N1C(=CC=N2)C(=O)N